2,5-di(4-methylphenyl)benzene CC1=CC=C(C=C1)C1=CC=C(C=C1)C1=CC=C(C=C1)C